ethyl 4-(butyl(ethoxycarbonyl)amino)-2,3-dimethylpentanoate C(CCC)N(C(C(C(C(=O)OCC)C)C)C)C(=O)OCC